C(CO)O ethandiol